CN1C=[N+](C=C1)CCCCCCCC 1-methyl-3-octyl-imidazolium